4-[4-(cyclopropylamino)-1-piperidyl]-N-[8-(hydroxymethyl)-2-methyl-imidazo[1,2-a]pyrazin-6-yl]-2-methyl-indazole-7-carboxamide C1(CC1)NC1CCN(CC1)C=1C2=CN(N=C2C(=CC1)C(=O)NC=1N=C(C=2N(C1)C=C(N2)C)CO)C